N1CC(C1)N1N=C(C2=NC=CC(=C21)P(C)(C)=O)C2=CC=C(C=C2)C(F)(F)F (1-(azetidin-3-yl)-3-(4-(trifluoromethyl)phenyl)-1H-pyrazolo[4,3-b]pyridin-7-yl)dimethylphosphine oxide